C(CCCCCCCCCCC\C=C/CCCCCCCC)(=O)OCC(OC(CCCCCCCCCCC\C=C/CCCCCCCC)=O)CO glycerol dierucate